N-[6-[3-(1H-indazol-5-ylamino)indazol-1-yl]-2-pyridinyl]-1H-imidazole-4-carboxamide N1N=CC2=CC(=CC=C12)NC1=NN(C2=CC=CC=C12)C1=CC=CC(=N1)NC(=O)C=1N=CNC1